2-(4,4-dimethylpiperidin-1-yl)-8-(1-hydroxyethyl)-3,6-dimethylquinazolin CC1(CCN(CC1)C1N=C2C(=CC(=CC2=CN1C)C)C(C)O)C